N-[(S)-1-(4-fluoro-3-methoxyphenyl)ethyl]-4-[(S)-5-methyl-1,4-diazepan-1-yl]-6-methoxy-8-(trifluoromethyl)-1,7-diaza-3-naphthamide FC1=C(C=C(C=C1)[C@H](C)NC(=O)C=1C=NC2=C(N=C(C=C2C1N1CCN[C@H](CC1)C)OC)C(F)(F)F)OC